FC1=C(C=C(C=C1)OC=1C(=C2C=CNC2=CC1F)C=C)C=1NC(=CN1)C=O 2-(2-fluoro-5-((6-fluoro-4-vinyl-1H-indol-5-yl)oxy)phenyl)-1H-imidazole-5-carbaldehyde